7,7-dimethylfuro[3,4-d]pyrimidin-5(7H)-one CC1(OC(C2=C1N=CN=C2)=O)C